tris-(t-butylperoxy)triazine C(C)(C)(C)OOC1=C(C(=NN=N1)OOC(C)(C)C)OOC(C)(C)C